ClC=1C=C(C=CC1)NN=C(C#N)C#N carbonyl cyanide-3-chlorophenylhydrazone